FC(N1N=CC(=C1C)C1=CC=2C=C3C(=NC2C=C1)N(C(N3COCC[Si](C)(C)C)=O)COCC[Si](C)(C)C)F 7-(1-(difluoromethyl)-5-methyl-1H-pyrazol-4-yl)-1,3-bis((2-(trimethylsilyl)ethoxy)methyl)-1,3-dihydro-2H-imidazo[4,5-b]quinolin-2-one